6-[2,3-difluoro-4-[4-(4-propylcyclohexyl)cyclohex-1-enyl]phenyl]-2-fluoro-3-(trifluoromethyl)phenol FC1=C(C=CC(=C1F)C1=CCC(CC1)C1CCC(CC1)CCC)C1=CC=C(C(=C1O)F)C(F)(F)F